ClC1=C2C(=CNC2=C(C=C1)NS(=O)(=O)C=1C=NN(C1)C1CC(C1)O)C#N N-(4-chloro-3-cyano-1H-indol-7-yl)-1-(3-hydroxycyclobutyl)pyrazole-4-sulfonamide